(2-bromopyridin-4-yl)-N-(2,2-difluoroethyl)-6-fluoro-[1,2,4]Triazolo[4,3-a]Quinazolin-5-amine BrC1=NC=CC(=C1)C1=NN=C2N1C1=CC=CC(=C1C(=N2)NCC(F)F)F